C(=C)C(C(=O)O)C(C)=O.C(=C)CC(CC(=O)O)=O.C(CCCCCCCCCCCCCCCCC)(=O)O[2H] Stearic acid-d vinyl-acetoacetate (ethenyl-3-oxobutanoate)